3-(2-(4-(5-Chloro-2-(1H-tetrazol-1-yl)phenyl)-2,5-dioxapiperazin-1-yl)-3-phenylpropionamido)benzoic acid tert-butyl ester C(C)(C)(C)OC(C1=CC(=CC=C1)NC(C(CC1=CC=CC=C1)N1OCN(OC1)C1=C(C=CC(=C1)Cl)N1N=NN=C1)=O)=O